3-azabicyclo[3.1.1]Heptane-2,4-dione hydrochloride Cl.C12C(NC(C(C1)C2)=O)=O